N[C@@H]1CN(CCC1)C1=CC(=NC=C1C=1C=NN(C1)C1CC(OC(C1)(C)C)(C)C)NC1=NC(=NC=C1)C1=C(C=CC=C1OC)F (S)-N-(4-(3-aminopiperidin-1-yl)-5-(1-(2,2,6,6-tetramethyltetrahydro-2H-pyran-4-yl)-1H-pyrazol-4-yl)pyridin-2-yl)-2-(2-fluoro-6-methoxyphenyl)pyrimidin-4-amine